P(=O)(OCCCCCCCCCCCCCCCCCCCCCC)([O-])[O-] monodocosyl phosphate